N-(4-((2',6'-difluoro-[1,1'-biphenyl]-3-yl)amino)-7-(3-(4-(oxetan-3-yl)piperazin-1-yl)propoxy)quinazolin-6-yl)acrylamide FC1=C(C(=CC=C1)F)C1=CC(=CC=C1)NC1=NC=NC2=CC(=C(C=C12)NC(C=C)=O)OCCCN1CCN(CC1)C1COC1